thiosulfuric acid S,S'-[2-(dimethylamino)trimethylene] ester monosodium salt CN(C)C(CSS(=O)(=O)[O-])CSS(=O)(=O)[O-].[Na+].[Na+]